(2S,6R)-2-(6-(benzyloxy)pyridin-3-yl)-4-(5-(2,4-difluorophenyl)-2,3-dimethylpyrido[3,4-b]pyrazin-7-yl)-6-methylmorpholine C(C1=CC=CC=C1)OC1=CC=C(C=N1)[C@H]1CN(C[C@H](O1)C)C1=CC=2C(=NC(=C(N2)C)C)C(=N1)C1=C(C=C(C=C1)F)F